1-(2-fluoro-1-phenylethyl)-1H-pyrazolo[3,4-b]pyrazin FCC(C1=CC=CC=C1)N1N=CC=2C1=NC=CN2